BrC1=CC=C(C=C1)C(CO[Si](C)(C)C(C)(C)C)=O 1-(4-bromophenyl)-2-[(tert-butyldimethylsilyl)oxy]ethan-1-one